CC(CC1=CC=CC=C1)(C)OC=CC (2-methyl-2-(prop-1-enyloxy)propyl)benzene